FC1=CC=C(OC2=CC=C(CC=3N=C(OC3C)C3=CC=C(C=C3)C(F)(F)F)C=C2)C=C1 4-(4-(4-fluorophenoxy)benzyl)-5-methyl-2-(4-(trifluoromethyl)phenyl)oxazole